FC=1C=CC(=NC1)C1=CC(=NO1)C(=O)O 5-(5-fluoro-pyridin-2-yl)-isoxazole-3-carboxylic acid